O=C1N(CC2=CC(=CC=C12)OC1C(CCCC1)NCC1(CC1)C(F)(F)F)C1C(NC(CC1)=O)=O 3-(1-oxo-5-((2-(((1-(trifluoromethyl)cyclopropyl)methyl)amino)cyclohexyl)oxy)isoindolin-2-yl)piperidine-2,6-dione